CC1=NOC(=C1C1=CC=C2C=3N([C@H](COC31)C3=NC=CC=C3)C(=N2)N2CCC(CC2)NC(CC)=O)C N-{1-[(4S)-7-(3,5-dimethylisoxazol-4-yl)-4-pyridin-2-yl-4,5-dihydroimidazo[1,5,4-de][1,4]benzoxazin-2-yl]piperidin-4-yl}propanamide